Cl.ClCCN1C=NCC1 1-(2-chloroethyl)imidazoline hydrochloride